The molecule is an acetate ester, a gamma-lactone, a cyclic terpene ketone, an enone, a limonoid and an organic heterotetracyclic compound. It has a role as a plant metabolite. CC(=O)O[C@@H]1C[C@@H]2[C@](C=CC(=O)C2(C)C)([C@@H]3[C@@]1(C4=CC(=O)O[C@@]4(CC3)C)C)C